dimethyl 4,5-bis((11-(diethoxyphosphoryl)undecyl)oxy)phthalate C(C)OP(=O)(OCC)CCCCCCCCCCCOC=1C=C(C(C(=O)OC)=CC1OCCCCCCCCCCCP(=O)(OCC)OCC)C(=O)OC